3,3'-(((1E,1'E)-thiophene-2,5-diylbis(ethene-2,1-diyl))bis(9H-carbazole-3,9-diyl))dipropionic acid S1C(=CC=C1/C=C/C=1C=CC=2N(C3=CC=CC=C3C2C1)CCC(=O)O)/C=C/C=1C=CC=2N(C3=CC=CC=C3C2C1)CCC(=O)O